(5-(3-fluorobenzyl)pyridin-2-yl)-2-methylpyrimidine-5-carboxamide FC=1C=C(CC=2C=CC(=NC2)C2=NC(=NC=C2C(=O)N)C)C=CC1